N-[2-methoxy-6-(2-methylpyrazol-3-yl)-3-pyridyl]-5-methyl-3-phenyl-isoxazole-4-carboxamide COC1=NC(=CC=C1NC(=O)C=1C(=NOC1C)C1=CC=CC=C1)C=1N(N=CC1)C